Methyl (2S,5E)-6-(4-butoxyphenyl)-2-{4,7,10-tris[(2S)-1,3-bis(benzyloxy)-1-oxopropan-2-yl]-1,4,7,10-tetraazacyclododecan-1-yl}hex-5-enoate C(CCC)OC1=CC=C(C=C1)/C=C/CC[C@@H](C(=O)OC)N1CCN(CCN(CCN(CC1)[C@H](C(OCC1=CC=CC=C1)=O)COCC1=CC=CC=C1)[C@H](C(OCC1=CC=CC=C1)=O)COCC1=CC=CC=C1)[C@H](C(=O)OCC1=CC=CC=C1)COCC1=CC=CC=C1